Perfluoro butyl-sulfonate C(CCC)S(=O)(=O)OF